(1R,3R,5R)-N-[3-(5-fluoropyrimidin-2-yl)-4-methylphenyl]-2-pyrimidin-2-yl-2-azabicyclo[3.1.0]hexane-3-carboxamide FC=1C=NC(=NC1)C=1C=C(C=CC1C)NC(=O)[C@@H]1N([C@@H]2C[C@@H]2C1)C1=NC=CC=N1